Rac-(2R)-6-chloro-N-{3-[2-(4-chloro-3-fluorophenoxy)acetamido]bicyclo[1.1.1]pent-1-yl}-4-[(1R,2R)-2-fluorocyclopropane-1-carbonyl]-3,4-dihydro-2H-1,4-benzoxazine-2-carboxamide ClC=1C=CC2=C(N(C[C@@H](O2)C(=O)NC23CC(C2)(C3)NC(COC3=CC(=C(C=C3)Cl)F)=O)C(=O)[C@@H]3[C@@H](C3)F)C1 |&1:8|